C(=O)(OC(C)(C)C)C(CCC)(N)N monoBocbutanediamine